CS(=O)(=O)N1CCN(CC1)CC1=CC=C(C=C1)C#CC=1C(=C(C(=O)O)C=CC1)C=1C=C2C(=NC1)NC=C2 3-[4-(4-Methanesulfonyl-piperazin-1-ylmethyl)-phenylethynyl]-2-(1H-pyrrolo[2,3-b]pyridin-5-yl)-benzoic acid